(S)-2-[2-(2,3-Dihydro-benzo[1,4]dioxin-5-yl)-6-methoxy-pyridin-4-ylcarbamoyl]-morpholin O1CCOC2=C1C=CC=C2C2=NC(=CC(=C2)NC(=O)[C@@H]2CNCCO2)OC